((1S,5S,6R)-6-methyl-6-((6-(1-methyl-1H-pyrazol-4-yl)pyrazolo[1,5-a]pyrazin-4-yl)oxy)-2-azabicyclo[3.2.0]heptan-2-yl)((2R,3S)-3-methyloxiran-2-yl)methanone C[C@@]1([C@H]2CCN([C@H]2C1)C(=O)[C@@H]1O[C@H]1C)OC=1C=2N(C=C(N1)C=1C=NN(C1)C)N=CC2